[N+](=O)([O-])C Mononitromethan